[3-[4-(2,4-Dioxohexahydropyrimidin-1-yl)-7-isoquinolinyl]Prop-2-ynyloxy]Piperidine-1-carboxylic acid tert-butyl ester C(C)(C)(C)OC(=O)N1C(CCCC1)OCC#CC1=CC=C2C(=CN=CC2=C1)N1C(NC(CC1)=O)=O